C1NCCC=2C(=CC=CC12)C(=O)OC methyl 1,2,3,4-tetrahydroisoquinoline-5-carboxylate